C(C)OC(=O)C=1N(C2=CC(=C(C=C2C1)F)COC)C 5-fluoro-6-(methoxymethyl)-1-methyl-1H-indole-2-carboxylic acid ethyl ester